2,6-di-tert-butyl-4-Cresol C(C)(C)(C)C1=CC(=CC(=C1O)C(C)(C)C)C